1-(2-hydroxy-2-methylpropyl)-1H-pyrazole-4-carboxylic acid OC(CN1N=CC(=C1)C(=O)O)(C)C